C(C1=CC=CC=C1)N1C2=NC=NC(=C2N=C1C1=C(C=C(OCC2CCN(CC2)C(C)=O)C=C1)Cl)OC1(CC1)C 1-(4-((4-(9-benzyl-6-(1-methylcyclopropoxy)-9H-purin-8-yl)-3-chlorophenoxy)methyl)piperidin-1-yl)ethan-1-one